2-(3-((4-p-fluorophenyl-benzylidene)amino)phenyl)-4-methyl-5-acetyl-thiazole FC1=CC=C(C=C1)C1=CC=C(C=NC=2C=C(C=CC2)C=2SC(=C(N2)C)C(C)=O)C=C1